4-(2,2-dimethylcyclopentyl)thiazol-2-amine CC1(C(CCC1)C=1N=C(SC1)N)C